9,9'-(4-(3-(pyridin-3-yl)phenyl)pyridine-3,5-diyl)bis(3,6-dimethyl-9H-carbazole) N1=CC(=CC=C1)C=1C=C(C=CC1)C1=C(C=NC=C1N1C2=CC=C(C=C2C=2C=C(C=CC12)C)C)N1C2=CC=C(C=C2C=2C=C(C=CC12)C)C